BrC1=C(C(=C(CC1)C(=O)OCC)C)C=O ethyl 4-bromo-3-formyl-2-methylcyclohexa-1,3-diene-1-carboxylate